(3-nitrophenyl)sulfonamide [N+](=O)([O-])C=1C=C(C=CC1)S(=O)(=O)N